C(C)(C)[C@H]1[C@H](C1)C1=C(C=CC=C1)B1OC(C(O1)(C)C)(C)C 2-[2-[(1S,2S)-2-isopropylcyclopropyl]phenyl]-4,4,5,5-tetramethyl-1,3,2-dioxaborolane